C(C)(C)C1=C(NC2=CC=C(C=C12)C1CCN(CC1)C(CCN1CCOCC1)=O)C=1C=C(C=2N(C1)N=NN2)C 1-(4-(3-isopropyl-2-(8-methyltetrazolo[1,5-a]pyridin-6-yl)-1H-indol-5-yl)piperidin-1-yl)-3-morpholinopropan-1-one